2-[(6-[[5-chloro-2-(4-formylpiperidin-1-yl)pyrimidin-4-yl]amino]-1-methyl-2-oxoquinolin-3-yl)oxy]-N-methylacetamide ClC=1C(=NC(=NC1)N1CCC(CC1)C=O)NC=1C=C2C=C(C(N(C2=CC1)C)=O)OCC(=O)NC